1-oxa-9-azaspiro[5.5]undecan-3-one tert-Butyl-3-oxo-1-oxa-9-azaspiro[5.5]undecane-9-carboxylate C(C)(C)(C)OC(=O)N1CCC2(CCC(CO2)=O)CC1.O1CC(CCC12CCNCC2)=O